methyl 3-((4-chlorophenyl) amino)-1-(1-methyl-1H-pyrazol-4-yl)-2-oxopyrrolidine-3-carboxylate ClC1=CC=C(C=C1)NC1(C(N(CC1)C=1C=NN(C1)C)=O)C(=O)OC